C(#N)N1CCN(CC1)C1=CC=C(C=C1)C=1C=2N(C=C(N1)C=1C=NN(C1)C)N=CC2C#N 4-(4-(4-cyanopiperazin-1-yl)phenyl)-6-(1-methyl-1H-pyrazol-4-yl)pyrazolo[1,5-a]pyrazine-3-carbonitrile